4-(3-((4-pentylphenyl)sulphonamido)phenyl)thiazole C(CCCC)C1=CC=C(C=C1)S(=O)(=O)NC=1C=C(C=CC1)C=1N=CSC1